propyldicyclohexyl-2,3-difluoromethyl-benzene C(CC)C=1C(=C(C(=C(C1)C1CCCCC1)CF)CF)C1CCCCC1